(R)-2-((t-butoxycarbonyl)amino)propionic acid C(C)(C)(C)OC(=O)N[C@@H](C(=O)O)C